(±)-methyl 3,3-dimethoxycyclopentanecarboxylate COC1(C[C@@H](CC1)C(=O)OC)OC |r|